2-((1R,5s)-3-oxa-6-azabicyclo[3.1.1]hept-6-yl)quinoline-6-carboxylic acid methyl ester COC(=O)C=1C=C2C=CC(=NC2=CC1)N1[C@@H]2COC[C@H]1C2